(2-((2-amino-5-(trifluoromethyl)pyrimidin-4-yl)amino)phenyl)dimethylphosphine oxide NC1=NC=C(C(=N1)NC1=C(C=CC=C1)P(C)(C)=O)C(F)(F)F